FC=1C(=CC=2C3=C(NC(C2C1)=O)COC[C@H]3N(C(=O)C=3C=NN(C3)C(F)(F)F)C)F (S)-N-(8,9-difluoro-6-oxo-1,4,5,6-tetrahydro-2H-pyrano[3,4-c]isoquinolin-1-yl)-N-methyl-1-(trifluoromethyl)-1H-pyrazole-4-carboxamide